NC(CN(C(C(C)C1=CC(=C(C=C1)NC([C@H](C(C1CC1)C1CC1)NC(=O)C1=CC=NN1C(C)C)=O)F)=O)CC(F)(F)F)=O N-((2S)-1-((4-(1-((2-amino-2-oxoethyl)(2,2,2-trifluoroethyl)amino)-1-oxopropan-2-yl)-2-fluorophenyl)amino)-3,3-dicyclopropyl-1-oxopropan-2-yl)-1-isopropyl-1H-pyrazole-5-carboxamide